(5aR,6S,6aS)-3-((6-fluoro-1-(2-(trifluoromethyl)-phenyl)isochroman-7-yl)methoxy)-5,5a,6,6a-tetrahydrocyclopropa[4,5]-cyclopenta[1,2-c]pyridine-6-carboxylic acid FC=1C=C2CCOC(C2=CC1COC1=CC2=C(C=N1)[C@H]1[C@@H](C2)[C@@H]1C(=O)O)C1=C(C=CC=C1)C(F)(F)F